C(C1=CC=CC=C1)OC1=C(C(=NC(=C1)C1=C(C=C(C=C1C)C(C)(C)C)OC1=C(C=C(C=C1)F)OC)C)COCC 4-benzyloxy-6-[4-tert-butyl-2-(4-fluoro-2-methoxy-phenoxy)-6-methyl-phenyl]-3-(ethoxymethyl)-2-methyl-pyridine